FC(C(=O)O)(OC(C(C(F)(F)F)(F)F)(F)F)C(F)(F)F Perfluoro(2-methyl-3-oxahexanoic acid)